methyl-monomethanol CCO